(2S)-2-(6-chloro-1,1-dioxidobenzo[e][1,4,3]oxathiazin-2(3H)-yl)-3-(6-fluoro-2,3-dimethylphenyl)butanoic acid ClC1=CC2=C(S(N(CO2)[C@H](C(=O)O)C(C)C2=C(C(=CC=C2F)C)C)(=O)=O)C=C1